O[C@H]1C[C@@]2(C3CC[C@@]4([C@H](CC[C@]4(C3=CC([C@@H]2C[C@H]1O)=O)O)C(CN1CCC(CC1)O)=O)C)C (2S,3R,5R,10R,13R,14S,17S)-2,3,14-Trihydroxy-17-[2-(4-hydroxy-1-piperidyl)acetyl]-10,13-dimethyl-2,3,4,5,9,11,12,15,16,17-decahydro-1H-cyclopenta[a]phenanthren-6-on